beta-carboline C1=NC=CC=2C3=CC=CC=C3NC12